(S)-4-(8-amino-3-(5-(but-2-ynyl)-5-azaspiro[2.4]heptan-6-yl)imidazo[1,5-a]pyrazin-1-yl)-N-(4-(2,4-difluorophenyl)pyridin-2-yl)-3-fluorobenzamide NC=1C=2N(C=CN1)C(=NC2C2=C(C=C(C(=O)NC1=NC=CC(=C1)C1=C(C=C(C=C1)F)F)C=C2)F)[C@H]2N(CC1(CC1)C2)CC#CC